4-heptyl-aniline C(CCCCCC)C1=CC=C(N)C=C1